OC(C(=O)N)C1=CC(=CC=C1)C(F)(F)F 2-hydroxy-2-(3-(trifluoromethyl)phenyl)acetamide